FC(N1N=CC(=C1)C1=C(N=C2C(=CC=NC2=C1)OC1=CC=C(C=C1)NC(=O)C=1C=NC(=C(C1O)C1=CC=C(C=C1)F)C)C)F N-[4-[[7-[1-(difluoromethyl)pyrazol-4-yl]-6-methyl-1,5-naphthyridin-4-yl]oxy]phenyl]-5-(4-fluorophenyl)-4-hydroxy-6-methylpyridine-3-carboxamide